BrC=1C=C(C(=O)N=C=S)C=CC1C 3-bromo-4-methylbenzoyl isothiocyanate